(S,E)-N-(5-(4-(3-(cyanomethyl)-4-(4-oxopent-2-enoyl)piperazin-1-yl)quinazolin-6-yl)-2-methoxypyridin-3-yl)-2,6-difluorobenzenesulfonamide C(#N)C[C@H]1CN(CCN1C(\C=C\C(C)=O)=O)C1=NC=NC2=CC=C(C=C12)C=1C=C(C(=NC1)OC)NS(=O)(=O)C1=C(C=CC=C1F)F